NC1=C(C=C2C=C(C=NC2=N1)C(=O)N(CC1=NC=C(C=C1)C(F)(F)F)[C@@H](CC)C1=NC=CC=N1)Br (S)-7-amino-6-bromo-N-(1-(pyrimidin-2-yl)propyl)-N-((5-(trifluoromethyl)pyridin-2-yl)methyl)-1,8-naphthyridine-3-carboxamide